ClC1=C(C=C(C(=O)N[C@@H]2[C@H](CCCC2)O)C=C1)C#CC=1C=NC=C(C1)C1=NC=CC=N1 4-Chloro-N-[(1S,2S)-2-hydroxycyclohexyl]-3-{[5-(pyrimidin-2-yl)pyridin-3-yl]ethynyl}benzamide